3-(4-diethylamino-2-tolyl)-6-dimethylaminophthalide C(C)N(C1=CC(=C(C=C1)C)C1OC(=O)C2=CC(=CC=C12)N(C)C)CC